ClC=1C(=C(C=CC1)C1=CC=C(O1)C=C1C(C2=C(S1)C=CC=C2)=O)C 2-[[5-(3-Chloro-2-methylphenyl)-2-furanyl]methylene]benzo[b]thiophen-3(2H)-one